[(6Z,9Z,28Z,31Z)-heptatriaconta-6,9,28,31-tetraen-19-yl]4-(dimethylamino)butanoate CCCCC\C=C/C\C=C/CCCCCCCCC(CCCCCCCC\C=C/C\C=C/CCCCC)OC(CCCN(C)C)=O